3,3-difluoro-1-(6-(3H-[1,2,3]triazolo[4,5-b]pyridin-6-yl)thieno[2,3-b]pyridin-2-yl)cyclobutanol FC1(CC(C1)(O)C1=CC=2C(=NC(=CC2)C=2C=C3C(=NC2)NN=N3)S1)F